(2S,4R)-1-((S)-2-(4-cyclopropyl-1H-1,2,3-triazol-1-yl)-2-(piperidin-4-yl)acetyl)-4-hydroxy-N-((S)-1-(4-(4-methylthiazol-5-yl)phenyl)ethyl)pyrrolidine-2-carboxamide C1(CC1)C=1N=NN(C1)[C@H](C(=O)N1[C@@H](C[C@H](C1)O)C(=O)N[C@@H](C)C1=CC=C(C=C1)C1=C(N=CS1)C)C1CCNCC1